10-benzylacridin-9(10H)-one C(C1=CC=CC=C1)N1C=2C=CC=CC2C(C2=CC=CC=C12)=O